[Na+].C(C1=CC=CC=C1)(=O)[O-] Benzoic acid, sodium salt